B(O)(O)CCC=1C(=C(C(=O)O)C(=CC1)OC1CN(C1)C(=O)C1CNCCC1)O 3-(2-Boronoethyl)-2-hydroxy-6-{[1-(piperidine-3-carbonyl)azetidin-3-yl]oxy}benzoic acid